ClC1=C(C=C(C=C1)C=1NC(C=2N(C1)N=C(C2C(C(F)(F)F)(F)F)C(=O)OCC)=O)C Ethyl 6-(4-chloro-3-methylphenyl)-4-oxo-3-(pentafluoroethyl)-4,5-dihydropyrazolo[1,5-a]pyrazine-2-carboxylate